N-(4-((methylamino)methyl)phenyl)-6-(1H-pyrazol-4-yl)quinazolin-2-amine CNCC1=CC=C(C=C1)NC1=NC2=CC=C(C=C2C=N1)C=1C=NNC1